CNC(=C)C(=O)O N-methyl-dehydroalanine